perfluorophenyl-((S)-1-(1,3-dioxan-2-yl)ethyl)phosphoramide FN(P(=O)(N([C@@](C(F)(F)F)(C1(OC(C(C(O1)(F)F)(F)F)(F)F)F)F)C1=C(C(=C(C(=C1F)F)F)F)F)N(F)F)F